C(CCCCCCCCCCCCCCC(C)C)(=O)[O-].[Ti+4].C(CCCCCCCCCCCCCCC(C)C)(=O)[O-].C(CCCCCCCCCCCCCCC(C)C)(=O)[O-].C(CCCCCCCCCCCCCCC(C)C)(=O)[O-] Titanium Isostearate